[2-[2-[4-(difluoromethyl)phenyl]-5-methyl-1-piperidyl]-2-oxo-acetyl]Oxysodium FC(C1=CC=C(C=C1)C1N(CC(CC1)C)C(C(=O)O[Na])=O)F